4''-propyl-3,4,5-trifluoro-1,1':4',1''-terphenyl C(CC)C1=CC=C(C=C1)C1=CC=C(C=C1)C1=CC(=C(C(=C1)F)F)F